NC=1N=C(SC1)C=1C=CC(=NC1)C(=O)NC 5-(4-aminothiazol-2-yl)-N-methyl-pyridine-2-carboxamide